CC1=C(C(=O)OC(C2=C(C=C(C=C2C)C)C)=O)C(=CC(=C1)C)C 2,4,6-trimethylbenzoyl oxide